N-[3-chloro-1-(3-pyridinyl)pyrazol-4-yl]-3-[(2,2-difluorocyclopropyl)methylsulfinyl]-N-ethyl-propionamide ClC1=NN(C=C1N(C(CCS(=O)CC1C(C1)(F)F)=O)CC)C=1C=NC=CC1